1-(3-((5-bromo-2-((3-methyl-1-(8-methyl-8-azabicyclo[3.2.1]octan-3-yl)-1H-pyrazol-4-yl)amino)pyrimidin-4-yl)amino)propyl)azetidin-2-one BrC=1C(=NC(=NC1)NC=1C(=NN(C1)C1CC2CCC(C1)N2C)C)NCCCN2C(CC2)=O